N1(CCCC2=CC=CC=C12)C1=C2C[C@@H]([C@H](C2=C(C=C1)S(=O)(=O)C)O)F (1S,2S)-4-(3,4-dihydro-quinolin-1(2H)-yl)-2-fluoro-7-(methylsulfonyl)-2,3-dihydro-1H-inden-1-ol